C1(=CC=CC=C1)C(=CCN(C(OC1=CC=CC=C1)=O)[C@H](C)C1=CC=C(C=C1)OC)C1=CC=CC=C1 (R)-phenyl (3,3-diphenylallyl)(1-(4-methoxyphenyl)ethyl)carbamate